(4-hydroxy-2,2,6,6-tetramethyl-1-piperidylethanol) succinate C(CCC(=O)O)(=O)O.OC1CC(N(C(C1)(C)C)C(C)O)(C)C